N-[2-formyl-8-[2-[(1-methylpyrazol-4-yl)amino]Pyrimidin-4-yl]-1,3,4,5-tetrahydro-2-benzazepin-5-yl]-3-isopropoxy-azetidine-1-carboxamide C(=O)N1CC2=C(C(CC1)NC(=O)N1CC(C1)OC(C)C)C=CC(=C2)C2=NC(=NC=C2)NC=2C=NN(C2)C